3,5,5-trimethylhexylpropyl acrylate C(C=C)(=O)OC(CC)CCC(CC(C)(C)C)C